C[C@H]1OCCN(C1)[C@H]1COC2=CC=CC=C2[C@@H]1NC1=CC=CC=2N(C(=NC21)C(F)(F)F)COCC[Si](C)(C)C N-((3R,4S)-3-((R)-2-methylmorpholino)chroman-4-yl)-2-(trifluoromethyl)-1-((2-(trimethylsilyl)ethoxy)methyl)-1H-benzo[d]imidazol-4-amine